OCCN1CCN(CC1)C=1C=C(C=CC1)NC1=NC=CC(=N1)C1=C(N2C(=NC(=CC2=O)C(C)C)S1)C1=CC=CC=C1 2-(2-{3-[4-(2-Hydroxy-ethyl)-piperazin-1-yl]-phenylamino}-pyrimidin-4-yl)-7-isopropyl-3-phenyl-thiazolo[3,2-a]pyrimidin-5-one